propylene glycol dibehenate C(CCCCCCCCCCCCCCCCCCCCC)(=O)OCC(C)OC(CCCCCCCCCCCCCCCCCCCCC)=O